ClC1=C(C=C(C(=C1)Cl)OCC1=CC=C(C=C1)F)NC(=O)N[C@@H](C)C=1N(N=CN1)C1=NC=CC=N1 1-[2,4-dichloro-5-[(4-fluorophenyl)methoxy]phenyl]-3-[(1S)-1-(2-pyrimidin-2-yl-1,2,4-triazol-3-yl)ethyl]urea